2-amino-1-methyl-1H-imidazole-4,5-dicarbonitrile NC=1N(C(=C(N1)C#N)C#N)C